CCC(=O)N(C1CCN(CC1)CCC2=CC=CC=C2)C3=CC=CC=C3 The molecule is a monocarboxylic acid amide resulting from the formal condensation of the aryl amino group of N-phenyl-1-(2-phenylethyl)piperidin-4-amine with propanoic acid. It has a role as an opioid analgesic, a mu-opioid receptor agonist, an anaesthesia adjuvant, an intravenous anaesthetic, an adjuvant and an anaesthetic. It is a member of piperidines, an anilide and a monocarboxylic acid amide.